ClC=1N=NC(=C2C1C=NC=C2)C2=C(C=C(C=C2)C(F)(F)F)OC 4-chloro-1-(2-methoxy-4-(trifluoromethyl)phenyl)pyrido[3,4-d]pyridazine